C(C#CC)(=O)N1CC(=CCC1)C1=C2C(=C(NC2=C(C=C1F)C(=O)N)C)Cl 4-(1-(but-2-ynoyl)-1,2,5,6-tetrahydropyridin-3-yl)-3-chloro-5-fluoro-2-methyl-1H-indole-7-carboxamide